2,3-dimethoxy-N-(4-(4-(trifluoromethyl)phenyl)oxazol-2-yl)benzamide COC1=C(C(=O)NC=2OC=C(N2)C2=CC=C(C=C2)C(F)(F)F)C=CC=C1OC